ClC1=CC=C(C=C1)C1(CCC(CC1)NC1CCN(CC1)C=1C(=C(C=CC1)C1=CC=CC=C1)C)C(=O)O 1-(4-chlorophenyl)-4-(1-(2-methylbiphenyl-3-yl)piperidin-4-ylamino)cyclohexane-carboxylic acid